2-(DIHYDROXYBORYL)-4-METHOXYBENZOIC ACID OB(C1=C(C(=O)O)C=CC(=C1)OC)O